FC1=C(C(=CC=C1)OC)N1N=C2C(=CC1=O)NN=C2C=2C=NN(C2)C2CCN(CC2)C 5-(2-Fluoro-6-methoxyphenyl)-3-(1-(1-methylpiperidin-4-yl)-1H-pyrazol-4-yl)-1H-pyrazolo[4,3-c]pyridazin-6(5H)-on